C(\C=C\C=C\CCCCC)(=O)OC1=CN=CC2=C1C=CC=1OCOC12 pyrido[5',4':3,4]benzo[1,2-d][1,3]dioxol-6-yl (2E,4E)-decane-2,4-dienoate